C(C(=C)C)(=O)SCSC=1SC(=NN1)SCC 2-methacryloylthiomethylthio-5-ethylthio-1,3,4-thiadiazole